4-{2-[(4-bromopyridin-2-yl)carbamoyl]ethyl}piperazine-1-carboxylic acid tert-butyl ester C(C)(C)(C)OC(=O)N1CCN(CC1)CCC(NC1=NC=CC(=C1)Br)=O